heptadecan-9-yl 8-((2-hydroxy-6-(1H-pyrrole-3-carboxamido)hexyl)(6-oxo-6-(tridecane-2-yloxy)hexyl)Amino)octanoate OC(CN(CCCCCCCC(=O)OC(CCCCCCCC)CCCCCCCC)CCCCCC(OC(C)CCCCCCCCCCC)=O)CCCCNC(=O)C1=CNC=C1